tert-butyl (6S,7S)-7-[(1-benzyl-3,6-dihydro-2H-pyridin-4-yl)oxy]-6-methyl-2-azaspiro[3.5]nonane-2-carboxylate C(C1=CC=CC=C1)N1CCC(=CC1)O[C@@H]1[C@H](CC2(CN(C2)C(=O)OC(C)(C)C)CC1)C